O[C@@H]1CC[C@H](CC1)[N-]C1=CC=CC=C1 TRANS-4-HYDROXYCYCLOHEXYLPHENYLAMID